C1(CC1)C1=C(C=C(C(=N1)NC1=C(C=CC=C1)C)C#N)OC(F)F 6-cyclopropyl-5-(difluoromethoxy)-2-(2-methylanilino)pyridine-3-carbonitrile